(4-chloro-3-methyl-2-oxo-1H-benzimidazol-5-yl)piperidine-1-carboxylic acid tert-butyl ester C(C)(C)(C)OC(=O)N1C(CCCC1)C1=C(C2=C(NC(N2C)=O)C=C1)Cl